2-(4-tert-butylphenyl)propanal C(C)(C)(C)C1=CC=C(C=C1)C(C=O)C